ClC=1C=NC(=NC1)[C@]12CC[C@@H](C[C@@H]2C1)OC[C@@H]1N([C@@H](C[C@@H]1NS(=O)(=O)CF)C)C(=O)OC methyl (2R,3S,5R)-2-((((1S,3S,6R)-6-(5-chloropyrimidin-2-yl)bicyclo[4.1.0]heptan-3-yl)oxy)methyl)-3-((fluoromethyl)sulfonamido)-5-methylpyrrolidine-1-carboxylate